BrCB1O[C@]2([C@@H]3C([C@H](C[C@H]2O1)C3)(C)C)C (1S,2S,6R,8S)-4-(bromomethyl)-2,9,9-trimethyl-3,5-dioxa-4-boratricyclo[6.1.1.02,6]Decane